N-((2R,3S)-1-(7-((2-(1,3-dimethyl-1H-pyrazol-4-yl)pyrimidin-4-yl)amino)-1-isopropyl-2,6-naphthyridin-4-yl)-2-methylazetidin-3-yl)-N-methylmethanesulfonamide CN1N=C(C(=C1)C1=NC=CC(=N1)NC1=NC=C2C(=CN=C(C2=C1)C(C)C)N1[C@@H]([C@H](C1)N(S(=O)(=O)C)C)C)C